(3R)-1-butyl-2,5-dioxo-3-((1R)-1-hydroxy-1-cyclohexylmethyl)-9-(4-(4-carboxy-2-methoxyphenylmethyl)phenylmethyl)-1,4,9-triazaspiro[5.5]undecane C(CCC)N1C([C@H](NC(C12CCN(CC2)CC2=CC=C(C=C2)CC2=C(C=C(C=C2)C(=O)O)OC)=O)[C@@H](C2CCCCC2)O)=O